methyl N-{1-[3-fluoro-5-(trifluoromethyl)phenyl]cyclobutyl}-N-{[(2S)-pyrrolidin-2-yl]methyl}carbamate FC=1C=C(C=C(C1)C(F)(F)F)C1(CCC1)N(C(OC)=O)C[C@H]1NCCC1